methyl (2S)-2-{[(tert-butoxy)carbonyl]amino}-3-[4-methyl-1-(4-methylbenzenesulfonyl)-1H-indazol-5-yl]propanoate C(C)(C)(C)OC(=O)N[C@H](C(=O)OC)CC=1C(=C2C=NN(C2=CC1)S(=O)(=O)C1=CC=C(C=C1)C)C